(1S,4R)-4-(3,4-dichlorophenyl)-1,2,3,4-tetrahydro-1-naphthalenamine ClC=1C=C(C=CC1Cl)[C@H]1CC[C@@H](C2=CC=CC=C12)N